BrC1=C(C=CC=C1)N(C(=O)N)C1=C(C=C(C=C1)[N+](=O)[O-])O N-(2-bromophenyl)-N-(2-hydroxy-4-nitrophenyl)urea